2-(1-(4-((4-(4-(2,3-dihydroxypropyl)piperazin-1-yl)phenyl)amino)-5-oxo-5,6-dihydropyrimido[4,5-d]pyridazin-2-yl)piperidin-4-yl)acetonitrile OC(CN1CCN(CC1)C1=CC=C(C=C1)NC1=NC(=NC=2C=NNC(C21)=O)N2CCC(CC2)CC#N)CO